4-((1R,5S)-3,8-diazabicyclo[3.2.1]octan-3-yl)-6,8-difluoro-7-(7-methyl-1H-indol-3-yl)-2-(((S)-1-methylpyrrolidin-2-yl)methoxy)quinazoline [C@H]12CN(C[C@H](CC1)N2)C2=NC(=NC1=C(C(=C(C=C21)F)C2=CNC1=C(C=CC=C21)C)F)OC[C@H]2N(CCC2)C